C1(CCC1)C1=C(N=NC(=C1)C1=C(C=CC(=C1)F)F)NC1C[C@@H]2[C@@H](CN(C2)C([2H])([2H])C2CCOCC2)C1 (3aR,5s,6aS)-N-(4-cyclobutyl-6-(2,5-difluorophenyl)pyridazin-3-yl)-2-((tetrahydro-2H-pyran-4-yl)methyl-d2)octahydrocyclopenta[c]pyrrol-5-amine